5-{2-[2-(4-cyanophenyl)acetyl]-7-[(3R)-3-methyl-1,2,3,4-tetrahydroisoquinolin-2-carbonyl]-1,2,3,4-tetrahydroisoquinolin-6-yl}-N,1,2-trimethyl-N-phenyl-1H-pyrrole-3-carboxamide C(#N)C1=CC=C(C=C1)CC(=O)N1CC2=CC(=C(C=C2CC1)C1=CC(=C(N1C)C)C(=O)N(C1=CC=CC=C1)C)C(=O)N1CC2=CC=CC=C2C[C@H]1C